Benzyl (S)-((4-((2-aminopropanamido)methyl)phenyl)(imino)methyl)carbamate N[C@H](C(=O)NCC1=CC=C(C=C1)C(=N)NC(OCC1=CC=CC=C1)=O)C